nitrophenyl-azophenol [N+](=O)([O-])C1=C(C(=C(C=C1)O)N=NC1=C(C=CC=C1)O)C1=CC=CC=C1